ClC=1C(=C(C=CC1)NC=1C(=NN2C1C(NCC2)=O)C2=CC=NC1=CC(=C(C=C21)NC)OC)OC 3-[(3-chloro-2-methoxyphenyl)amino]-2-[7-methoxy-6-(methylamino)quinolin-4-yl]-5H,6H,7H-pyrazolo[1,5-a]pyrazin-4-one